6-chloro-N-(5-chloro-3,6-difluoro-2-pyridyl)-7-methoxy-1H-indole-3-sulfonamide ClC1=CC=C2C(=CNC2=C1OC)S(=O)(=O)NC1=NC(=C(C=C1F)Cl)F